FC1=CC=CC=2C(=N[C@@H](C(NC21)=O)NC(=O)C=2C(=NN1C2O[C@H](CC1)C)C=1C=NN(C1)C1NCOC1)C1=CC=CC=C1 (5S)-N-[(3S)-9-fluoro-2-oxo-5-phenyl-1,3-dihydro-1,4-benzodiazepine-3-yl]-5-methyl-2-[1-(oxazolidin-4-yl)pyrazol-4-yl]-6,7-dihydro-5H-pyrazolo[5,1-b][1,3]Oxazine-3-carboxamide